COC(=O)C=1NC(N(C(C1)=O)CC1=CC=C(C=C1)OC)=O.FC1=CC=C(C=C1)S(=O)(=O)N1C2=C(OCC1)C=CC(=C2)C2=C(C=CC(=C2)C(F)(F)F)S(=O)(=O)N (4-((4-fluorophenyl)sulfonyl)-3,4-dihydro-2H-benzo[b][1,4]oxazin-6-yl)-4-(trifluoromethyl)benzenesulfonamide methyl-1-[(4-methoxyphenyl)methyl]-2,6-dioxo-3H-pyrimidine-4-carboxylate